ClC=1C=C(C=C(C1)S(=O)(=O)C)NC(=O)C=1C=NN(C1)C1C(CCC1)OC1=CC=CC=C1 N-(3-chloro-5-(methylsulfonyl)phenyl)-1-(2-phenoxycyclopentyl)-1H-pyrazole-4-carboxamide